tert-butyl 4-(5-bromo-2-cyano-3-fluorophenyl)-2,5-dimethylpiperazine-1-carboxylate BrC=1C=C(C(=C(C1)N1CC(N(CC1C)C(=O)OC(C)(C)C)C)C#N)F